[As].[Si].[O] oxygen silicon-arsenic